N1N=CC(=C1)C=1C=NC2=CC=C(C=C2N1)C(=O)C=1C(=C(C=CC1F)NC(=O)NC1=CC(=CC=C1)F)F 1-(3-(3-(1H-pyrazol-4-yl)quinoxaline-6-carbonyl)-2,4-difluorophenyl)-3-(3-fluorophenyl)urea